BrC=1C(=NC(=NC1)NC1=C(C=C(C(=C1)Cl)N1CCN(CC1)C)OC)NC=1C(=NC=CC1)N(C)C 5-bromo-N2-(5-chloro-2-methoxy-4-(4-methylpiperazin-1-yl)phenyl)-N4-(2-(dimethylamino)pyridin-3-yl)pyrimidine-2,4-diamine